di-tert-butyl (azanediylbis(ethane-2,1-diyl))dicarbamate N(CCNC(OC(C)(C)C)=O)CCNC(OC(C)(C)C)=O